C(C)(C)(C)OC(=O)N1CC(OCC1)C1=CC(=C(C=C1)N)I 2-(4-amino-3-iodophenyl)morpholine-4-carboxylic acid tert-butyl ester